N-(6-((4-(aminomethyl)-1H-pyrazol-1-yl)methyl)-4-methoxybenzo[d]isoxazol-3-yl)-5-ethyl-2-methoxypyridine-3-sulfonamide NCC=1C=NN(C1)CC1=CC2=C(C(=NO2)NS(=O)(=O)C=2C(=NC=C(C2)CC)OC)C(=C1)OC